2,3,6-trimethyl-4-nitrobromobenzene CC1=C(C(=CC(=C1C)[N+](=O)[O-])C)Br